(rel-5-(2-[(2R,6S)-2,6-Dimethyl-4-morpholinyl]-4-(4-morpholinyl)pyrido[2,3-d]pyrimidin-7-yl)-2-methoxybenzenemethanol) C[C@@H]1CN(C[C@@H](O1)C)C=1N=C(C2=C(N1)N=C(C=C2)C=2C=CC(=C(C2)CO)OC)N2CCOCC2 |o1:1,5|